C(=O)O.C(=O)O.C(=O)O.C(=O)O.C1(CC2C(CC1)O2)CCCCC (3,4-epoxycyclohexylmethyl)butane tetraformate